N5-((3-(((1S,4S)-5-isopropyl-2,5-diazabicyclo[2.2.1]heptan-2-yl)methyl)bicyclo[1.1.1]pentan-1-yl)methyl)isoquinoline-1,5-diamine C(C)(C)N1[C@@H]2CN([C@H](C1)C2)CC21CC(C2)(C1)CNC=1C=2C=CN=C(C2C=CC1)N